NC1=NC=CC(=C1)C=O 2-AMINOPYRIDINE-4-CARBALDEHYDE